NC1=NNC2=C(C=C(C=C12)C1=CC(=NC=C1)NCCC#N)C#CC(C)(C)C 3-((4-(3-Amino-7-(3,3-dimethylbut-1-yn-1-yl)-1H-indazol-5-yl)pyridin-2-yl)amino)propanenitrile